methyl 4-(4-bromothiophen-2-yl)-4-oxobutanoate BrC=1C=C(SC1)C(CCC(=O)OC)=O